(2-chloro-4-phenoxy-5-methylphenyl)-N-ethyl-N-methylmethanimidamide ClC1=C(C=C(C(=C1)OC1=CC=CC=C1)C)C(N(C)CC)=N